C(C)N1CCN(C(CC1)=O)C1=CC(=CC=C1)OC(CCNC)C=1SC=CC1 1-Ethyl-4-(3-(3-(methylamino)-1-(thiophen-2-yl)propoxy)phenyl)-1,4-diazepan-5-one